C(C)(C)N(C(=O)C1=C(OC=2C(=NC=NC2)N2CC3(C2)CCN(CC3)CC3CCN(CC3)S(=O)(=O)N3C[C@@H](CC3)NC([O-])=O)C=CC(=C1)F)C(C)C (R)-(1-((4-((2-(5-(2-(diisopropylcarbamoyl)-4-fluorophenoxy)pyrimidin-4-yl)-2,7-diazaspiro[3.5]nonan-7-yl)methyl)piperidin-1-yl)sulfonyl)pyrrolidin-3-yl)carbamate